NC1=NC=C(C=C1C(=O)N[C@@H]1[C@H](CCC1)OCC1=CC=C(C=C1)C=1C=C2C[C@@H]([C@@H](C2=CC1)N1CCN(CC1)CCO)F)C=1C=NN(C1)C 2-amino-N-{(1S,2S)-2-[(4-{(1R,2S)-2-fluoro-1-[4-(2-hydroxyethyl)piperazin-1-yl]-2,3-dihydro-1H-inden-5-yl}phenyl)methoxy]cyclopentyl}-5-(1-methyl-1H-pyrazol-4-yl)pyridine-3-carboxamide